BrC1=NN(C(=C1)C(=O)N)C 3-bromo-1-methyl-1H-pyrazole-5-carboxamide